10-(2-fluoroethoxy)-N-(pyridin-3-yl)-7-thia-2,5-diazatricyclo[6.4.0.02,6]dodeca-1(8),3,5,9,11-pentaene-4-carboxamide FCCOC1=CC=2SC3=NC(=CN3C2C=C1)C(=O)NC=1C=NC=CC1